OC=1C=C(C=C(C1)O)/C=C/C1=C(C=CC=C1O)O [(E)-2-(3,5-dihydroxyphenyl)ethenyl]benzene-1,3-diol